4,5-diamino-1-ethyl-3-methylpyrazole NC=1C(=NN(C1N)CC)C